(4-(2-fluorophenoxy)-2-methoxyphenyl)(4-(((3R,6S)-6-(hydroxymethyl)tetrahydro-2H-pyran-3-yl)amino)-5-methoxy-1H-pyrrolo[2,3-b]pyridin-3-yl)methanone FC1=C(OC2=CC(=C(C=C2)C(=O)C2=CNC3=NC=C(C(=C32)N[C@H]3CO[C@@H](CC3)CO)OC)OC)C=CC=C1